CN1CC[C@]2(CCCC[C@@H]12)C=1C=C2C(=CN1)N(N=C2C)C 5-[(3aS,7aR)-1-methyl-3,4,5,6,7,7a-hexahydro-2H-indol-3a-yl]-1,3-dimethyl-pyrazolo[3,4-c]pyridine